rac-(1R,2R,3S,4R,5S)-5-hydroxy-3-(1-methyl-3-(trifluoromethyl)-1H-pyrazol-5-yl)-N-(4-(trifluoromethyl)pyridin-2-yl)-7-oxabicyclo[2.2.1]heptane-2-carboxamide O[C@@H]1[C@H]2[C@@H]([C@H]([C@@H](C1)O2)C(=O)NC2=NC=CC(=C2)C(F)(F)F)C2=CC(=NN2C)C(F)(F)F |r|